C(C1=CC=CC=C1)OC(NCC(=O)N1C(CSCC1)CO)=O benzyl(2-(3-(hydroxymethyl)thiomorpholino)-2-oxoethyl)carbamate